7-(5-amino-2-fluorophenyl)-6-fluoro-1-(4-methyl-2-(2-propanyl)-3-pyridinyl)-4-((2S)-2-methyl-4-(2-propenoyl)-1-piperazinyl)pyrido[2,3-d]pyrimidin-2(1H)-one NC=1C=CC(=C(C1)C=1C(=CC2=C(N(C(N=C2N2[C@H](CN(CC2)C(C=C)=O)C)=O)C=2C(=NC=CC2C)C(C)C)N1)F)F